6-oxa-3-azabicyclo[3.1.0]hexane-2,3-dicarboxylate C12C(N(CC2O1)C(=O)[O-])C(=O)[O-]